CN(C1(CCC2(CN(C(N2)=O)C=2C=NC(=CC2C)N2CC(NCC2)=O)CC1)C1=CC=CC=C1)C cis-8-dimethylamino-3-[4-methyl-6-(3-oxo-piperazin-1-yl)-pyridin-3-yl]-8-phenyl-1,3-diazaspiro[4.5]decan-2-one